methyl 5-(3-((tert-butoxycarbonyl)amino)prop-1-yn-1-yl)-2-methoxy-4-((4-methylphenyl)sulfonamido)benzoate C(C)(C)(C)OC(=O)NCC#CC=1C(=CC(=C(C(=O)OC)C1)OC)NS(=O)(=O)C1=CC=C(C=C1)C